C(C)(C)(C)OC(=O)NCCCNC1=NC=C(C(=O)OC)C=C1[N+](=O)[O-] methyl 6-((3-((tert-butoxycarbonyl) amino) propyl) amino)-5-nitronicotinate